N1C(=NC=C1)C1=NC=CC=2C3=CC=CC=C3NC12 1-(1H-imidazol-2-yl)-beta-carboline